4-[1-(pyrimidin-4-ylmethyl)benzimidazol-2-yl]-1,2,5-oxadiazol-3-amine N1=CN=C(C=C1)CN1C(=NC2=C1C=CC=C2)C=2C(=NON2)N